BrC=1C(N(C=C(C1)Br)C)=O 3,5-dibromo-1-methyl-pyridine-2(1H)-one